1H-pyrazolo[4,3-b]pyridine 4-oxide N1N=CC2=[N+](C=CC=C21)[O-]